S(=O)(=O)(C1=CC=C(C(=O)O)C=C1)C=1C=C(C(=O)O)C=CC1 3,4'-sulfonylbisbenzoic acid